FC1=C(C(=C(C(=C1F)F)F)F)S(=O)(=O)NC=1C2=C(N=CN1)N(C=C2)C(=O)OC(C)(C)C tert-butyl 4-((perfluorophenyl)sulfonamido)-7H-pyrrolo[2,3-d]pyrimidine-7-carboxylate